N-(6-chloropyridin-3-yl)-3-((3-methyloxetan-3-yl)methoxy)-1,7-naphthyridin-8-amine ClC1=CC=C(C=N1)NC=1N=CC=C2C=C(C=NC12)OCC1(COC1)C